[N+](=O)([O-])C=1C=C(C(=CC1)C=CC=1C(=CC(=CC1)N)S(=O)(=O)O)S(=O)(=O)O 4-nitro-4'-aminostilbene-2,2'-disulfonic acid